C1(=CC=CC=C1)C=1C=C(OC2=C(C(=O)N)C=C(C=C2)F)C=CC1O 2-(3-phenyl-4-hydroxyphenoxy)-5-fluorobenzamide